C[SiH](C)C(C1=C(C=CC=C1)N(C)C)[Ti](C1(C(=C(C(=C1)C)C)C)C)C1(C(=C(C(=C1)C)C)C)C dimethylsilylbis(tetramethylcyclopentadienyl)2-(dimethylamino)benzyltitanium (III)